ClC1=C2N(C=3C=CC(=CC13)OCC1=CC(=C(C=C1)OC(C)C)C(F)(F)F)CCC2CC(=O)O 2-(9-chloro-7-(4-isopropoxy-3-(trifluoromethyl)benzyloxy)-2,3-dihydro-1H-pyrrolo[1,2-a]indol-1-yl)acetic acid